BrC\C=C\CC\C=C/CC (2E,6Z)-1-bromonona-2,6-diene